(E)-5-((4-(dimethylamino)-4-oxobut-2-en-1-yl)oxy)isoindoline-2-carboxylic acid tert-butyl ester C(C)(C)(C)OC(=O)N1CC2=CC=C(C=C2C1)OC\C=C\C(=O)N(C)C